((((2S,3R)-3-(3,3-difluorobutyl)-2-fluoro-5-(4-fluorophenyl)-1,1-dioxido-7-(trifluoromethyl)-2,3,4,5-tetrahydrobenzo[b][1,4]thiazepin-8-yl)oxy)methyl)cyclopropane-1-carboxylic acid FC(CC[C@@H]1CN(C2=C(S([C@@H]1F)(=O)=O)C=C(C(=C2)C(F)(F)F)OCC2(CC2)C(=O)O)C2=CC=C(C=C2)F)(C)F